1-(3-chloro-5-((1-methyl-5-nitro-1H-imidazol-2-yl)methoxy)phenyl)-5-(2-oxo-1,2-dihydropyridin-3-yl)-3-(pyridin-3-yl)pyrimidine-2,4-dione ClC=1C=C(C=C(C1)OCC=1N(C(=CN1)[N+](=O)[O-])C)N1C(N(C(C(=C1)C=1C(NC=CC1)=O)=O)C=1C=NC=CC1)=O